CN(C)CC1C(C1)C(=O)NC1CCC(N1C)C=1C(=NC=C(C1OC)F)OC 2-[(dimethylamino)methyl]-N-[2-(5-fluoro-2,4-dimethoxypyridin-3-yl)-1-methylpyrrolidin-5-yl]cyclopropane-1-carboxamide